7-(benzyloxy)-N-[(1R)-1-(3-(difluoromethyl)-2-fluorophenyl)ethyl]-8-methoxyimidazo[1,2-a]Quinazolin-5-amine C(C1=CC=CC=C1)OC=1C=C2C(=NC=3N(C2=CC1OC)C=CN3)N[C@H](C)C3=C(C(=CC=C3)C(F)F)F